3-[6-(6-tert-butylsulfanyl-2-pyridyl)chroman-2-yl]propionic acid C(C)(C)(C)SC1=CC=CC(=N1)C=1C=C2CCC(OC2=CC1)CCC(=O)O